NS(=O)(=O)C1=CC=C(C=C1)B(O)O 4-(aminosulfonyl)phenylboronic acid